3-[2,3-dimethyl-6-[(2R)-2-(1-methylpyrazol-4-yl)morpholin-4-yl]-4-oxo-pyrido[3,4-d]pyrimidin-8-yl]bicyclo[1.1.1]pentane-1-carbonitrile CC=1N(C(C2=C(N1)C(=NC(=C2)N2C[C@H](OCC2)C=2C=NN(C2)C)C21CC(C2)(C1)C#N)=O)C